tert-butyl N-[[(1R,2S,5S)-3-[(2S)-2-amino-3,3-dimethyl-butanoyl]-6,6-dimethyl-3-azabicyclo[3.1.0]hexane-2-carbonyl]amino]-N-[[(3S)-2-oxopyrrolidin-3-yl]methyl]carbamate N[C@H](C(=O)N1[C@@H]([C@H]2C([C@H]2C1)(C)C)C(=O)NN(C(OC(C)(C)C)=O)C[C@H]1C(NCC1)=O)C(C)(C)C